N1-(3,4-dimethylphenyl)cyclohexane-1,4-diamine CC=1C=C(C=CC1C)NC1CCC(CC1)N